N-arachidonoyl-proline C(CCC\C=C/C\C=C/C\C=C/C\C=C/CCCCC)(=O)N1[C@@H](CCC1)C(=O)O